(S)-2-(2-(5-Chloro-2-((tetrahydro-2H-pyran-4-yl)amino)pyrimidin-4-yl)-4-oxo-6,7-dihydrothieno[3,2-c]pyridin-5(4H)-yl)-N-((S)-1-(3-chlorophenyl)-2-hydroxyethyl)propionamide ClC=1C(=NC(=NC1)NC1CCOCC1)C1=CC=2C(N(CCC2S1)[C@H](C(=O)N[C@H](CO)C1=CC(=CC=C1)Cl)C)=O